C/C(=C\C(=O)NC)/OP(=O)(OC)OC (E)-dimethyl (4-(methylamino)-4-oxobut-2-en-2-yl) phosphate